3-(6-methyl-5-[[1-(oxan-2-yloxy)cyclopropyl]methoxy]pyrazin-2-yl)-1H-indole-7-carbonitrile CC1=C(N=CC(=N1)C1=CNC2=C(C=CC=C12)C#N)OCC1(CC1)OC1OCCCC1